BrC1=CC=C(C=C1)C1(CCC1)C(=O)O (4-bromophenyl)cyclobutane-1-carboxylic acid